ClC=1C=CC2=C(C[C@H](CC=3N2C(=NN3)[C@@H]3CC[C@H](CC3)OC3=NC=CC=C3)NC(=O)C3CC3)C1 N-{(5R)-8-chloro-1-[trans-4-(pyridin-2-yloxy)cyclohexyl]-5,6-dihydro-4H-[1,2,4]triazolo[4,3-a][1]benzazepin-5-yl}cyclopropanecarboxamide